2,5-dichloro-3-(5-(4-hydroxy-3-nitro-5-(phosphonooxy)phenyl)-1,2,4-oxadiazol-3-yl)-4,6-dimethylpyridine 1-oxide tri-ammonium salt [NH4+].[NH4+].[NH4+].ClC1=[N+](C(=C(C(=C1C1=NOC(=N1)C1=CC(=C(C(=C1)OP(=O)(O)O)O)[N+](=O)[O-])C)Cl)C)[O-]